O=C1N(CC2=CC(=CC=C12)O[C@@H]1CNCC1)C1C(NC(CC1)=O)=O 3-[1-oxo-5-[(3S)-pyrrolidin-3-yl]oxyisoindolin-2-yl]piperidine-2,6-dione